FC(S(=O)(=O)[O-])(F)F.[Sc+3].FC(S(=O)(=O)[O-])(F)F.FC(S(=O)(=O)[O-])(F)F scandium (III) trifluoromethane-sulfonate